2-chloro-3-(pyridine-2-carbonylamino)-4-(trifluoromethoxy)benzoic acid ClC1=C(C(=O)O)C=CC(=C1NC(=O)C1=NC=CC=C1)OC(F)(F)F